phenyl-(phenylalanine) C1(=CC=CC=C1)N[C@@H](CC1=CC=CC=C1)C(=O)O